C1(CC1)C=1N(C(=C(N1)C=1C=C2CN(C(C2=CC1)=O)C1C(NC(CC1)=O)=O)C1=CC=CC=C1)C 3-(5-(2-Cyclopropyl-1-methyl-5-phenyl-1H-imidazol-4-yl)-1-oxoisoindolin-2-yl)piperidine-2,6-dione